pentylidene-β-mercaptopropionic acid C(CCCC)=C(C(=O)O)CS